FC([C@@H](CC=C)S(=O)(=O)N(CC1=CC=C(C=C1)OC)CC1=CC=C(C=C1)OC)(F)F (R)-1,1,1-TRIFLUORO-N,N-BIS(4-METHOXYBENZYL)PENT-4-ENE-2-SULFONAMIDE